FC1=CC=C(C=N1)C=1C=2N(C=C(C1)O)N=CC2C#N 4-(6-fluoro-3-pyridinyl)-6-hydroxypyrazolo[1,5-a]pyridine-3-carbonitrile